(R)-1-(2,2-difluorocyclopropyl)pyrazolo[3,4-b]pyridin-6-amine FC1([C@@H](C1)N1N=CC=2C1=NC(=CC2)N)F